CN1N=CC=2C1=NC(=CC2N2CC=1C(CC2)=NN(C1C)CC12CC(C1)(C2)N)C 3-((5-(1,6-dimethyl-1H-pyrazolo[3,4-b]pyridin-4-yl)-3-methyl-4,5,6,7-tetrahydro-2H-pyrazolo[4,3-c]pyridin-2-yl)methyl)bicyclo[1.1.1]pentan-1-amine